ClC(C(F)(F)F)(F)Cl 2,2-dichloro-1,1,1,2-tetrafluoroethane